(2-hydroxyphenyl)-2-nitrobenzenesulfonamide OC1=C(C=CC=C1)C=1C(=C(C=CC1)S(=O)(=O)N)[N+](=O)[O-]